COC1=NC(=CC=C1NC(=O)C1=C(N=NN1C)C1=CC=CC=C1)B1OC(C(O1)(C)C)(C)C N-(2-Methoxy-6-(4,4,5,5-tetramethyl-1,3,2-dioxaborolan-2-yl)pyridin-3-yl)-1-methyl-4-phenyl-1H-1,2,3-triazole-5-carboxamide